C(=O)(OC(C)(C)C)NCCS(=O)(=O)Cl N-Boctaurine chloride